ClC=1C=C2C=CC(=NC2=CC1)C(=O)N[C@@H]1CC[C@H](CC1)CNC1CC2=CC=C(C=C2CC1)Cl trans-6-chloro-N-(4-((6-chloro-1,2,3,4-tetrahydronaphthalen-2-ylamino)methyl)cyclohexyl)quinoline-2-carboxamide